C1(CC1)NC1=NC(=NC=C1C(=O)N)NC1=CC2=C(OC[C@@H](CN2)OC)C=C1 4-(cyclopropylamino)-2-(((R)-2,3,4,5-tetrahydro-3-methoxybenzo[b][1,4]oxazepin-7-yl)amino)pyrimidine-5-carboxamide